ClC1=CNC2=C(C=CC=C12)NS(=O)(=O)C=1C=NN(C1)CC(F)F N-(3-chloro-1H-indol-7-yl)-1-(2,2-difluoroethyl)pyrazole-4-sulfonamide